(2,2-dimethyl-3-(nitrooxy)propanoyl)glycine CC(C(=O)NCC(=O)O)(CO[N+](=O)[O-])C